6-methyl-4-[(1-methylcyclopropyl)amino]-N-(2-methylpropyl)furo[2,3-d]pyrimidine-5-carboxamide CC1=C(C2=C(N=CN=C2NC2(CC2)C)O1)C(=O)NCC(C)C